4-(5H-Imidazo[5,1-a]isoindol-5-yl)-1-(isopropylsulfonyl)piperidin-3-ol C=1N=CN2C1C1=CC=CC=C1C2C2C(CN(CC2)S(=O)(=O)C(C)C)O